FC=1C=C(C=C(C1)C(F)(F)F)N1CC(C1)CN1C(C(C2=CC=C(C=C12)C(=O)N)(C)C)=O (1-(3-fluoro-5-trifluoromethylphenylazetidin-3-yl)methyl)-3,3-dimethyl-2-oxoindoline-6-carboxamide